N-[[(2S)-4,4-dimethyl-2-[(5-methylisoxazole-3-carbonyl)amino]pentanoyl]amino]-N-[[(3S)-2-oxopyrrolidin-3-yl]methyl]carbamic acid tert-butyl ester C(C)(C)(C)OC(N(C[C@H]1C(NCC1)=O)NC([C@H](CC(C)(C)C)NC(=O)C1=NOC(=C1)C)=O)=O